NC=1N=C(SC1C(=O)C1=CC(=NO1)C(=O)NCC#N)N(C1=CC=C(C=C1)F)[C@@H](C(=O)N)C |r| rac-5-[4-amino-2-(N-(2-amino-1-methyl-2-oxo-ethyl)-4-fluoro-anilino)thiazole-5-carbonyl]-N-(cyanomethyl)isoxazole-3-carboxamide